N-(ethylsulfonyl)-N-(2-(6-(4-isopropyl-4H-1,2,4-triazol-3-yl)pyridin-2-yl)-5-methyl-1-oxoisoindol-4-yl)ethylsulfonamide C(C)S(=O)(=O)N(S(=O)=O)CCC1=C2CN(C(C2=CC=C1C)=O)C1=NC(=CC=C1)C1=NN=CN1C(C)C